3'-O-(2-nitrobenzyl)-2'-deoxyadenosine-5'-triphosphate P(O)(=O)(OP(=O)(O)OP(=O)(O)O)OC[C@@H]1[C@H](C[C@@H](O1)N1C=NC=2C(N)=NC=NC12)OCC1=C(C=CC=C1)[N+](=O)[O-]